2-fluoro-N-((2R)-1-(7-(4-fluorophenyl)-10-oxo-3,9-diazaspiro[5.5]undec-3-yl)-3-methyl-1-oxobutan-2-yl)-5-(trifluoromethyl)benzamide FC1=C(C(=O)N[C@@H](C(=O)N2CCC3(CC2)C(CNC(C3)=O)C3=CC=C(C=C3)F)C(C)C)C=C(C=C1)C(F)(F)F